CS(=O)(=O)[C@@H]1C[C@H](N(C1)C(CNC(CCCOC1=CC=CC=C1)=O)=O)C(=O)O (2S,4R)-4-(methylsulfonyl)-1-((4-phenoxybutyryl)glycyl)pyrrolidine-2-carboxylic acid